ClC1=C(C=CC=C1)C(C#N)C1=NC=CC(=C1)C(F)(F)F 2-(2-Chlorophenyl)-2-(4-(trifluoromethyl)pyridin-2-yl)acetonitrile